4-(5-chloro-4,6-diiodopyrimidin-2-yl)morpholine ClC=1C(=NC(=NC1I)N1CCOCC1)I